5-(5-(2-hydroxypropan-2-ylisoxazol-3-yl)-2-methoxybenzamido)benzo[d][1,3]dioxole-5-carboxamide OC(C)(C)C=1C(=NOC1)C=1C=CC(=C(C(=O)NC2(CC3=C(OCO3)C=C2)C(=O)N)C1)OC